Cl.ClCCN 2-chloro-ethanamine hydrochloride